((1r,4r)-4-Acetylcyclohexyl)methyl 4-methylbenzenesulfonate CC1=CC=C(C=C1)S(=O)(=O)OCC1CCC(CC1)C(C)=O